3-[(2-chloro-6-fluorobenzyl)sulfanyl]-5,6-dimethyl[1,2,4]triazolo[4,3-a]pyrimidin-7(8H)-one ClC1=C(CSC2=NN=C3N2C(=C(C(N3)=O)C)C)C(=CC=C1)F